COC(CC[C@@H](C(=O)NC1=C(C=C(C=C1)Cl)C(C1=C(C=CC=C1)F)=O)N)=O.FC=1C(=CC=C(C(=O)N)C1)N1CCC2(CC(C2)N2[C@@H](CCC2)C2=C(C=CC=C2)C(C)C)CC1 5-fluoro-4-(2-((S)-2-(2-isopropylphenyl)pyrrolidin-1-yl)-7-azaspiro[3.5]nonan-7-yl)benzamide methyl-(S)-4-amino-5-((2-fluorobenzoyl-4-chlorophenyl)amino)-5-oxopentanate